C1=CC(=CC=C1N)S[C@H]2[C@@H]([C@H]([C@@H]([C@H](O2)CO)O[C@H]3[C@@H]([C@H]([C@H]([C@H](O3)CO)O)O)O)O)O The molecule is an S-glycosyl compound that consists of 4-aminothiophenol having a beta-lactosyl moiety attached to the sulfur via a thioglycosidic bond. It derives from a beta-lactose.